C(C)(C)(C)OC(=O)O[C@@H]1[C@H]([C@H](N(C1)C(=O)OC(C)(C)C)CC1=CC=C(C=C1)C=1SC=NN1)O tert-butyl (2R,3S,4S)-4-[(tert-butoxycarbonyl)oxy]-3-hydroxy-2-{[4-(1,3,4-thiadiazol-2-yl)phenyl]methyl}pyrrolidine-1-carboxylate